exo-formaldehyde C=O